2-chloro-4-(pyridin-2-yloxy)benzonitrile ClC1=C(C#N)C=CC(=C1)OC1=NC=CC=C1